CC(C)(C)NC(C1=CC=CC=C1)=O N-(2-isobutyl)benzamide